S1C(=NC2=C1C=CC=C2)C2=CC=C(OCCCCCOC1=CC3=C(C=CC(O3)=O)C=C1)C=C2 7-(5-(4-(benzo[d]thiazol-2-yl)phenoxy)pentyloxy)-2H-benzopyran-2-one